NC=1C=CC2=C(N=C(S2)C#N)C1 5-Amino-1,3-benzothiazole-2-carbonitrile